tert-Butyl 3-[[tert-butyl(diphenyl)silyl]oxymethyl]-4-oxo-piperidine-1-carboxylate [Si](C1=CC=CC=C1)(C1=CC=CC=C1)(C(C)(C)C)OCC1CN(CCC1=O)C(=O)OC(C)(C)C